propylene glycol butyl Ether C(CCC)OCC(C)O